aluminum-titanium-zirconium-tantalum-hafnium [Hf].[Ta].[Zr].[Ti].[Al]